C(C)(C)(C)OC(=O)N1CC2=C(CC1)N(C(=N2)C(NC2=C(C(=CC=C2)Br)C)=O)C.C[C@H]2N(CCOC2)C(C)=O 1-((R)-3-methylmorpholin-4-yl)ethanone tert-butyl-2-((3-bromo-2-methylphenyl)carbamoyl)-1-methyl-1,4,6,7-tetrahydro-5H-imidazo[4,5-c]pyridine-5-carboxylate